FC1=C(C=C(C=C1)F)[C@@H]1N(C[C@H](C1)F)C1=NN(C2=NC=C(C=C21)C(=O)NNC(COC)=O)COCC[Si](C)(C)C 3-((2R,4S)-2-(2,5-difluorophenyl)-4-fluoropyrrolidin-1-yl)-N'-(2-methoxyacetyl)-1-((2-(trimethylsilyl)ethoxy)methyl)-1H-pyrazolo[3,4-b]pyridine-5-carbohydrazide